[N+](=O)([O-])C=1C=C(C=C(C1)C(F)(F)F)[C@@H](C)NC=1C2=C(C(NN1)=O)C=NC(=C2)C=2CNCCC2 (R)-1-((1-(3-nitro-5-(trifluoromethyl)phenyl)ethyl)amino)-7-(1,2,5,6-tetrahydropyridine-3-yl)pyrido[3,4-d]pyridazin-4(3H)-one